1-Ethyl 2-[2-(2-hydroxyethoxy)ethoxy]acetate OCCOCCOCC(=O)OCC